CC(C(CN1[C@@H](CCN2C1=NC(=CC2=O)N2[C@@H](COCC2)C)C(F)(F)F)=O)(C)C (S)-9-(3,3-Dimethyl-2-oxobutyl)-2-((R)-3-methylmorpholin-4-yl)-8-trifluoromethyl-6,7,8,9-tetrahydropyrimido[1,2-a]pyrimidin-4-one